(2,2,6,6-tetramethyl-piperidin-1-yl) oxide CC1(N(C(CCC1)(C)C)ON1C(CCCC1(C)C)(C)C)C